(2-(2-((6-(4-methylpiperazin-1-yl)pyridin-3-yl)amino)quinazolin-8-yl)pyridin-4-yl)propynamide CN1CCN(CC1)C1=CC=C(C=N1)NC1=NC2=C(C=CC=C2C=N1)C1=NC=CC(=C1)C#CC(=O)N